FC(CN(CC[C@@H](C(=O)O)NC([C@@H](C1=CC=CC=C1)O)=O)CCCCC1=NC=2NCCCC2C=C1)(COC)F (S)-4-((2,2-difluoro-3-methoxypropyl)(4-(5,6,7,8-tetrahydro-1,8-naphthyridin-2-yl)butyl)amino)-2-((R)-2-hydroxy-2-phenylacetamido)butanoic acid